4-(4-fluorophenyl)-1-((1-methyl-1H-pyrazol-4-yl)methyl)-1H-imidazole FC1=CC=C(C=C1)C=1N=CN(C1)CC=1C=NN(C1)C